N-((5-(2-nitro-4-(trifluoromethyl)phenyl)-1,2,4-oxadiazol-3-yl)methyl)-2-(trifluoromethyl)benzamide [N+](=O)([O-])C1=C(C=CC(=C1)C(F)(F)F)C1=NC(=NO1)CNC(C1=C(C=CC=C1)C(F)(F)F)=O